[Mg+2].S(=O)(=O)([O-])[O-].[Ca+2].S(=O)(=O)([O-])[O-] calcium sulphate, magnesium salt